FC(OC=1C=NC=2C(=C3C(=CC2N1)ONO3)C3=CC=CC=C3)F 7-(Difluoromethoxy)-4-phenyl-[1,3]dioxazolo[4,5-g]quinoxaline